8-[(4-amino-1-naphthyl)oxy]-4H-pyrido[2,3-b]pyrazin-3-one hydrochloride Cl.NC1=CC=C(C2=CC=CC=C12)OC1=CC=NC=2NC(C=NC21)=O